3-methyl-6,7-dihydro-5H-pyrrolo[1,2-c]imidazol-7-ol CC1=NC=C2N1CCC2O